6,12-dihydroxy-1,11-dioxo-N-(2,4,6-trifluorobenzyl)1,4,5,6,7,11-hexahydro-3H-2,7-methanopyrido[1,2-a][1,4]diazonine-10-carboxamide OC1CCCN2C(C=3N(C1C2)C=C(C(C3O)=O)C(=O)NCC3=C(C=C(C=C3F)F)F)=O